FC1=C(C=CC(=C1)F)C(C(F)(F)C1=CC=C(C=N1)OC1=CC=C(C#N)C=C1)(CN1N=CNC1=S)O 4-[[6-[2-(2,4-difluorophenyl)-1,1-difluoro-2-hydroxy-3-(5-thioxo-4H-1,2,4-triazol-1-yl)propyl]-3-pyridyl]oxy]benzonitrile